4-Oxo-5-(5-phenylthiazol-2-yl)hexahydropyrrolo[3,4-c]pyrrole-2(1H)-carbonitrile O=C1C2C(CN1C=1SC(=CN1)C1=CC=CC=C1)CN(C2)C#N